C(C)OP1(OC(=C(CC1)[Se]C1=CC=CC=C1)C1=CC=C(C(=O)OCC)C=C1)=O Ethyl 4-(2-ethoxy-2-oxido-5-(phenylselanyl)-3,4-dihydro-1,2-oxaphosphinin-6-yl)benzoate